C(C1=CC=CC=C1)OC1=CC=2N(C3=CC=CC=C13)C(=C(N2)C(=O)OCC)C2=CC=CC=C2 ethyl 5-(benzyloxy)-1-phenylimidazo[1,2-a]quinoline-2-carboxylate